C(C)(C)OC=1C=CC(=NC1)C=1N=C(SC1)NC1=NC=CC=C1C 4-(5-isopropoxypyridin-2-yl)-N-(3-methylpyridin-2-yl)thiazol-2-amine